C(C)(C)(C)OC(=O)N1N=CC(=C1)C1=CC2=C(C(NC=3C(CCCC23)O)=O)S1 4-(6-hydroxy-4-oxo-4,5,6,7,8,9-hexahydrothieno[2,3-c]quinolin-2-yl)-1H-pyrazole-1-carboxylic acid tert-butyl ester